4-bromo-1-methyl-1H-pyrazole-5-carboxylic acid BrC=1C=NN(C1C(=O)O)C